S(=O)(=O)(OCCCCCCCCCSCC1=CC(=CC(=C1)CSCCCCCCCCCOS(=O)(=O)[O-])CSCCCCCCCCCOS(=O)(=O)[O-])[O-] ((benzene-1,3,5-triyltris(methylene))tris(sulfanediyl))tris(nonane-9,1-diyl) tris(sulfate)